(S)-4-chloro-N-(2-(dimethylamino)-3-(2H-indazol-5-yl)propyl)-3-fluorobenzamide ClC1=C(C=C(C(=O)NC[C@H](CC2=CC3=CNN=C3C=C2)N(C)C)C=C1)F